CC1=C(C=CC=C1C1=CC=2N(C=C1)C(=CN2)C2=CC=C(CN1[C@@H](CCC1)CO)C=C2)C2=CC=CC=C2 (S)-(1-(4-(7-(2-methyl-[1,1'-biphenyl]-3-yl)imidazo[1,2-a]pyridin-3-yl)benzyl)pyrrolidin-2-yl)methanol